1-(1-ethoxyethenyl)-2,3-difluoro-4-nitrobenzene C(C)OC(=C)C1=C(C(=C(C=C1)[N+](=O)[O-])F)F